C(=O)C=1C=NN(C1)C1=CC(=C(C(=N1)C)C#N)OC 6-(4-formyl-1H-pyrazol-1-yl)-4-methoxy-2-methylpyridine-3-carbonitrile